N-[(2'S,7R)-2-chloro-2'-methyl-1'-[[1-(2-methylsulfonylethyl)pyrazol-4-yl]methyl]spiro[4,5-dihydrothieno[2,3-c]pyran-7,4'-piperidine]-4-yl]acetamide ClC1=CC2=C(S1)[C@@]1(C[C@@H](N(CC1)CC=1C=NN(C1)CCS(=O)(=O)C)C)OCC2NC(C)=O